3-methyl-5-(3-phenylpropylamino)benzofuran-2-Carboxylic acid ethyl ester C(C)OC(=O)C=1OC2=C(C1C)C=C(C=C2)NCCCC2=CC=CC=C2